2-(10-bromo-7,8-dichloro-2-oxo-1,2,3,4,5,6-hexahydroazepino[4,5-b]indol-5-yl)-N-methoxy-N-methylacetamide BrC=1C=2C3=C(NC2C(=C(C1)Cl)Cl)C(CNC(C3)=O)CC(=O)N(C)OC